F[Sb-](F)(F)(F)(F)F.C1(=CC=CC=C1)[IH+] (phenyl)-iodonium hexafluoroantimonate